FC1CN(CCC1N(C)C1=CC=CC2=C1SC(=C2CC(F)(F)F)C#CCNC2=C(C=C(C=C2)S(=O)(=O)C)OC)C (Z)-3-fluoro-N-(2-(3-((2-methoxy-4-(methylsulfonyl)phenyl)amino)prop-1-yn-1-yl)-3-(2,2,2-trifluoroethyl)benzo[b]thiophen-7-yl)-N,1-dimethylpiperidin-4-amine